C(CC)OCOCCCC(CC(CC(CC(CC(CC(CCCI)C)C)C)C)C)C 17-iodo-4,6,8,10,12,14-hexamethylheptadecyl propyloxymethyl ether